C(C)OC(COC1CN(C1)C(=O)OC(C)(C)C)=O Tert-butyl 3-(2-ethoxy-2-oxo-ethoxy)-azetidine-1-carboxylate